FC=1C=C(CSC2=NC=3C(N(C=CC3)C(C(=O)NC3=C(C=CC=C3)CC)CC)=N2)C=CC1 2-(2-((3-fluorobenzyl)thio)-4H-imidazo[4,5-b]pyridin-4-yl)-N-(o-ethylphenyl)butanamide